FC1=CC=C(\C=C/2\C(C3=CC=CC=C3C2)=O)C=C1 (E)-2-(4-Fluorobenzylidene)-2,3-dihydroinden-1-one